3-[6-({4-[2-Amino-6-(3-cyanotolyl)-4-pyrimidinyl]-1H-1,2,3-triazol-1-yl}methyl)-2-pyridyl]-3-methylbutyric acid NC1=NC(=CC(=N1)C=1N=NN(C1)CC1=CC=CC(=N1)C(CC(=O)O)(C)C)C1=C(C=CC=C1C#N)C